FC=1C=C(CNCCCCOCCOC2=NC3=C(C4=CN=CC=C24)C=CC(=C3)C(=O)NCC(=O)O)C=C(C1OC(F)(F)F)F (5-(2-(4-((3,5-Difluoro-4-(trifluoromethoxy)benzyl)amino)butoxy)ethoxy)benzo[c][2,6]naphthyridine-8-carbonyl)glycine